(R)-N-(5-(tert-butyl)-1-(tetrahydrofuran-3-yl)-1H-pyrazol-3-yl)-7-chloro-6-(imidazo[1,2-b]pyridazin-7-yloxy)-1-methyl-1H-imidazo[4,5-b]pyridin-2-amine C(C)(C)(C)C1=CC(=NN1[C@H]1COCC1)NC=1N(C=2C(=NC=C(C2Cl)OC2=CC=3N(N=C2)C=CN3)N1)C